(11S)-13-(2,6-difluorophenyl)-11-methyl-7-thia-9,12-diazatricyclo[6.5.0.02,6]trideca-1(8),2(6),12-triene-10-thione FC1=C(C(=CC=C1)F)C1=N[C@H](C(NC=2SC=3CCCC3C12)=S)C